N1N=NC2=C1C=CC=C2C(=O)O 1H-1,2,3-benzotriazole-4-carboxylic acid